C(C)S(=O)(=O)C=1C=CC(=C(C1)N1C=CC2=C1C(N(C=C2)C)=O)OC2=NC=C(N=C2)CCC2CCNCC2 [5-ethylsulfonyl-2-[5-[2-(4-piperidyl)ethyl]pyrazin-2-yl]oxy-phenyl]-6-methyl-1H-pyrrolo[2,3-c]pyridine-7-one